sodium 12-mercaptododecanesulfonate SCCCCCCCCCCCCS(=O)(=O)[O-].[Na+]